3-Aminopropane-1-thiol NCCCS